C1(=CC=C(C=C1)CN1C2=C(C=C1C(=O)OC)SC=C2Br)C2=CC=CC=C2 methyl 4-([1,1'-biphenyl]-4-ylmethyl)-3-bromo-4H-thieno[3,2-b]pyrrole-5-carboxylate